(2S,5R)-7-oxo-2-(N-((ureidomethyl)sulfonyl)carbamimidoyl)-1,6-diazabicyclo[3.2.1]octan-6-yl hydrogen sulfate S(=O)(=O)(ON1[C@@H]2CC[C@H](N(C1=O)C2)C(NS(=O)(=O)CNC(=O)N)=N)O